C(C)(C)C1=C(C(=CC=C1)C(C)C)N1C(N(C=C1)C1=C(C=CC=C1C(C)C)C(C)C)=[Pd](Cl)(Cl)C1=NC=CC=C1Cl [1,3-bis(2,6-diisopropylphenyl)imidazol-2-ylidene](3-Chloropyridyl)dichloropalladium